FC1=CC=CC=2C=3N(C(=NC12)N)C=C(N3)CC3=C1CCNCC1=CC=C3 7-fluoro-2-((1,2,3,4-tetrahydroisoquinolin-5-yl)methyl)imidazo-[1,2-c]quinazolin-5-amine